C(S(=O)(=O)CCO)S(=O)(=O)CCO 2,2'-[methylenebissulfonyl]diethanol